N(N)C1=NC(=C2N=C(N(C2=N1)C)C1=CC=NC=C1)N1CCOCC1 4-(2-hydrazinyl-9-methyl-8-(pyridin-4-yl)-9H-purin-6-yl)morpholine